tert-butyl (3-(5-((1s,3s)-3-(trifluoromethoxy)cyclobutyl)-1,3,4-oxadiazol-2-yl)bicyclo[1.1.1]pentan-1-yl)carbamate FC(OC1CC(C1)C1=NN=C(O1)C12CC(C1)(C2)NC(OC(C)(C)C)=O)(F)F